1-hydroxy-3,7-dimethyl-6-octene-1-sulfonic acid sodium salt [Na+].OC(CC(CCC=C(C)C)C)S(=O)(=O)[O-]